ClC=1C(=CC(NN1)=O)NCC1=C(C=C(C=C1)OC)OC 6-chloro-5-((2,4-dimethoxybenzyl)amino)pyridazin-3(2H)-one